5-(4-(isopropylsulfonyl)phenyl)pyrazin-2-amine C(C)(C)S(=O)(=O)C1=CC=C(C=C1)C=1N=CC(=NC1)N